ClCS(=O)(=O)[C@H]1[C@]([C@H](N(C1)C(=O)OC(C)(C)C)C(=O)OC)(CCCB1OC(C(O1)(C)C)(C)C)CS(=O)(=O)CCl 1-(tert-butyl) 2-methyl (2S,3S,4S)-4-((chloromethyl)sulfonyl)-3-(((chloromethyl)sulfonyl)methyl)-3-(3-(4,4,5,5-tetramethyl-1,3,2-dioxaborolan-2-yl)propyl)pyrrolidine-1,2-dicarboxylate